C(C)(C)(C)C=1N=C(OC1)C1=NC(=CC(=C1)S(=O)(=O)C)C=1OC=C(N1)C(C)(C)C 2,6-bis[4-(R)-tert-butyl-2-oxazolyl]-4-methylsulfonylpyridine